(E)-N-(4-((3-chloro-4-fluorophenyl)amino)-7-methoxyquinazolin-6-yl)-4-(4-(4-((2-(2,6-dioxopiperidin-3-yl)-1,3-dioxoisoindolin-4-yl)thio)butanamido)piperidin-1-yl)but-2-enamide ClC=1C=C(C=CC1F)NC1=NC=NC2=CC(=C(C=C12)NC(\C=C\CN1CCC(CC1)NC(CCCSC1=C2C(N(C(C2=CC=C1)=O)C1C(NC(CC1)=O)=O)=O)=O)=O)OC